CC=1C=C(C=C(C1OC=1C=C2C3(C(NC2=CC1)=O)CC3)C)N3N=C(C(NC3=O)=O)C#N (3,5-dimethyl-4-((2'-oxospiro[cyclopropane-1,3'-indolin]-5'-yl)oxy)phenyl)-3,5-dioxo-2,3,4,5-tetrahydro-1,2,4-triazine-6-carbonitrile